C(CCCCCCCCCCC)SCC=1C=C(C(=C(C1)CSCCCCCCCCCCCC)O)C 4,6-bis-[n-dodecylthiomethyl]-o-cresol